2-butyne-1,4-diol bisthioglycolate C(CS)(=O)OCC#CCOC(CS)=O